2-[(5-{7,7-difluoro-2-azaspiro[3.5]nonan-2-yl}-1-oxo-1,2-dihydro-2,7-naphthyridin-2-yl)methyl]imidazo[1,2-a]pyridine-6-carbaldehyde FC1(CCC2(CN(C2)C2=C3C=CN(C(C3=CN=C2)=O)CC=2N=C3N(C=C(C=C3)C=O)C2)CC1)F